Iodopropionyl butylcarbamate C(CCC)NC(OC(CCI)=O)=O